N-(4-(1,2,4,5-tetrazin-3-yl)benzyl)-6-fluoronicotinamide N1=NC(=NN=C1)C1=CC=C(CNC(C2=CN=C(C=C2)F)=O)C=C1